3-amino-5-isopropylthio-1H-1,2,4-triazole NC1=NNC(=N1)SC(C)C